FC1=CC=C(C=C1)C1=NC(=NC=C1)N1CCC(CC1)C(=O)N(C1CN2CCC1CC2)C 1-(4-(4-fluorophenyl)pyrimidin-2-yl)-N-methyl-N-(quinuclidin-3-yl)piperidine-4-carboxamide